C(C)(=O)C=1C=C(C=CC1)N(S(=O)(=O)C)CC(=O)NC1=C(C=CC=C1)NC1=CC=CC=C1 2-(N-(3-acetylphenyl)methylsulfonamido)-N-(2-(phenylamino)phenyl)acetamide